CC1CC=C(CC1)C=1C=CC(N(N1)CC(=O)N1CCN(CC1)C=1C(=NC=CC1)C)=O 6-(4-methylcyclohex-1-en-1-yl)-2-{2-[4-(2-methylpyridin-3-yl)piperazin-1-yl]-2-oxoethyl}pyridazin-3(2H)-one